(tert-butyl) 4-(1,1,1,3,3,3-hexafluoropropan-2-yl) piperazine-1,4-dicarboxylate N1(CCN(CC1)C(=O)OC(C(F)(F)F)C(F)(F)F)C(=O)OC(C)(C)C